ClC=1C=C(C=NC1N1N=CC=N1)NC(=O)C=1C=NN(C1C(F)(F)F)C=1C=NC(=CC1)F N-(5-chloro-6-(2H-1,2,3-triazol-2-yl)pyridin-3-yl)-1-(6-fluoropyridin-3-yl)-5-(trifluoromethyl)-1H-pyrazole-4-carboxamide